NN1C([C@@H](N=C(C=2C=3COCCCC3SC12)C1=C(C=CC=C1F)F)C)=O (5S)-7-amino-3-(2,6-difluorophenyl)-5-methyl-14-oxa-9-thia-4,7-diazatricyclo[8.5.0.02,8]pentadecan-1(10),2(8),3-trien-6-one